Cl.O.NCC(=O)NCC(N(CC(NC=1SC2=C(N1)C=CC(=C2)OC(F)(F)F)=O)C)=O 2-amino-N-({methyl-[(6-trifluoromethoxy-benzothiazol-2-ylcarbamoyl)-methyl]-carbamoyl}-methyl)-acetamide monohydrate monohydrochloride